CN1N=CC(=C1C1=NC(=NC=C1F)N1CCC(CC1)C(=O)NCC=1SC(=NN1)C)C 1-(4-(1,4-dimethyl-1H-pyrazol-5-yl)-5-fluoropyrimidin-2-yl)-N-((5-methyl-1,3,4-thiadiazol-2-yl)methyl)piperidine-4-carboxamide